CC=1C=C2N(C3=CC=C(C=C3NC2=O)C(=O)OC)C1 methyl 2-methyl-4-oxo-4,5-dihydropyrrolo[1,2-a]quinoxaline-7-carboxylate